F\C(=C\C1=CC=CC=C1)\OC=1C=C(C=CC1)\C(\C)=N\OCC1=C(C=CC=C1)\C(\C(=O)NC)=N/OC (2E)-2-{2-[({[(1E)-1-(3-{[(E)-1-fluoro-2-phenylvinyl]oxy}phenyl)ethylidene]amino}oxy)-methyl]phenyl}-2-(methoxyimino)-N-methylacetamide